1,1-dioxo-tetrahydrothiopyran-4-carboxylic acid O=S1(CCC(CC1)C(=O)O)=O